C(#N)N1CC=2NN=C(C2C1)C=1C=C(C=CC1)S(=O)(=O)NC1CC1 3-(5-cyano-1,4,5,6-tetrahydropyrrolo[3,4-c]pyrazol-3-yl)-N-cyclopropylbenzenesulfonamide